C(C)(C)(C)C(C(C1=CC=CC=C1)=O)(O)C1=CC=CC=C1 α-t-butyl-benzoin